Cl.Cl.ClC=1C(=NC2=CC=C(C=C2C1)N1C(CCCC1)CN)N1CCNCC1 [1-(3-chloro-2-piperazin-1-yl-6-quinolinyl)-2-piperidinyl]methylamine dihydrochloride